(2R,3R,4R,5R)-2-(((tert-butyldimethylsilyl)oxy)methyl)-4-methoxy-5-(5-methyl-2,4-dioxo-3,4-dihydropyrimidin-1(2H)-yl)tetrahydrofuran-3-yl methanesulfonate CS(=O)(=O)O[C@@H]1[C@H](O[C@H]([C@@H]1OC)N1C(NC(C(=C1)C)=O)=O)CO[Si](C)(C)C(C)(C)C